C1(CC1)N(CCN1C2=C(C(C3=CC(=CC=C13)F)=O)C1=CC3=C(C(N1C2)=O)COC([C@]3(O)CC)=O)CC (S)-11-(2-(cyclopropyl(ethyl)amino)ethyl)-4-ethyl-8-fluoro-4-hydroxy-1,12-dihydro-14H-pyrano[3',4':6,7]indolizino[2,1-b]quinoline-3,6,14(4H,11H)-trione